bis(12-hydroxystearic acid)-magnesium salt [Mg+2].OC(CCCCCCCCCCC(=O)[O-])CCCCCC.OC(CCCCCCCCCCC(=O)[O-])CCCCCC